5-Nitrophenanthroline [N+](=O)([O-])C1=C2C=CC=NC2=C2N=CC=CC2=C1